N-(1-(4-(8-(4-chlorophenyl)-2-imino-3-methyl-2,3-dihydro-1H-imidazo[4,5-c]quinolin-1-yl)-2-cyano-5-methylphenyl)piperidin-4-yl)methanesulfonamide ClC1=CC=C(C=C1)C1=CC=2C3=C(C=NC2C=C1)N(C(N3C3=CC(=C(C=C3C)N3CCC(CC3)NS(=O)(=O)C)C#N)=N)C